O1CCNCC12CCNCC2 1-oxa-4,9-diaza-spiro[5.5]undecane